[N+](=O)([O-])C1=CN(C2=CC(=CC=C12)[N+](=O)[O-])C1(CC1)/C=C/C(C)=O (E)-4-(1-(3,6-dinitro-1H-indol-1-yl)cyclopropyl)but-3-en-2-one